tert-butyl 4-(5-(5-chloro-2-(((1R,2R,4R)-2-hydroxy-4-(S-methylsulfonimidoyl) cyclohexyl)amino)pyrimidin-4-yl)oxazol-2-yl)piperidine-1-carboxylate ClC=1C(=NC(=NC1)N[C@H]1[C@@H](C[C@@H](CC1)S(=O)(=N)C)O)C1=CN=C(O1)C1CCN(CC1)C(=O)OC(C)(C)C